(3-aminopentyl)(4-((3-aminopentyl)amino)butyl)carbamic acid NC(CCN(C(O)=O)CCCCNCCC(CC)N)CC